NC=1C=NC=CC1P(C)(CC)=O (3-Aminopyridin-4-yl)(ethyl)(methyl)-phosphine oxide